P(OCCCC)(OCC(CCCC)CC)=O.[Co+3] cobalt (III) butyl (2-ethylhexyl) phosphonate